OC1C(C2CCC3(C4(CCC5(C(C4CCC3C2(CC1)C)C(CC5)C(=C)C)C(=O)N)C)C)(C)C 9-hydroxy-5a,5b,8,8,11a-pentamethyl-1-(prop-1-en-2-yl)icosahydro-3aH-cyclopenta[a]chrysene-3a-carboxamide